bis-methyl-2-methyl-ethyl-2-methyl-2-methacryloyloxyethyl-dimethylcyclohexane dicarbamate C(N)(O)=O.C(N)(O)=O.CC1(C(C(CCC1)(C)C)(CC(OC(C(=C)C)=O)C)CCC)C